COC1CNCCC1NC(OCC1=CC=CC=C1)=O benzyl ((-)-3-methoxypiperidin-4-yl)carbamate